4-(2-(benzo[d][1,3]dioxol-5-yl)vinyl)thiazol O1COC2=C1C=CC(=C2)C=CC=2N=CSC2